CS(=O)(=O)C1=CC=C(OCCC[Sn](C)(C)C)C=C1 3-(4-(methylsulfonyl)phenoxy)propyltrimethyltin